ClC1=CC=NC2=CC(=CC=C12)O[C@@H](C(=O)OC(C)(C)C)C (R)-tertbutyl 2-((4-chloroquinolin-7-yl)oxy)propanoate